C(C)C=1C=C2C(=NC(=NC2=C(C1C1=C2C=NNC2=CC=C1C)OCC(F)(F)F)C1CCN(CC1)CC(C)(C)O)N1CCC2(CN(C2)C(C=C)=O)CC1 1-(7-(6-ethyl-2-(1-(2-hydroxy-2-methylpropyl)piperidin-4-yl)-7-(5-methyl-1H-indazol-4-yl)-8-(2,2,2-trifluoroethoxy)quinazolin-4-yl)-2,7-diazaspiro[3.5]nonan-2-yl)prop-2-en-1-one